(1-((6-fluoro-5-methoxypyridin-3-yl)methyl)-1H-pyrazol-4-yl)methylamine hydrochloride Cl.FC1=C(C=C(C=N1)CN1N=CC(=C1)CN)OC